ClC1=CC=C(C(=O)C2=C(C=CC=C2)C=2N(CCN2)C(=O)C2=CC=C(C=C2)C)C=C1 (2-(2-(4-chlorobenzoyl)phenyl)-4,5-dihydro-1H-imidazol-1-yl)(p-tolyl)methanone